CC=1C=[N+](C=C(C1)C)[O-] 3,5-dimethylpyridine N-oxide